3-(3-(8-(4-cyanophenyl)-3,4-dihydro-2H-pyrido[4,3-b][1,4]oxazine-4-carbonyl)azetidin-1-yl)benzonitrile C(#N)C1=CC=C(C=C1)C1=CN=CC2=C1OCCN2C(=O)C2CN(C2)C=2C=C(C#N)C=CC2